ClC1=CC(=NC=C1)C#CC1=NN=C2N1CCN(C2)C(=O)OC(C)(C)C tert-Butyl 3-[2-(4-chloro-2-pyridyl)ethynyl]-6,8-dihydro-5H-[1,2,4]triazolo[4,3-a]pyrazine-7-carboxylate